potassium hydroxide, potassium salt [K+].[OH-].[K+].[OH-]